NC1=CC=C2C(=N1)[C@@H]1[C@H](OC2=O)CCC1 (6aR,9aR)-2-amino-7,8,9,9a-tetrahydrocyclopenta[5,6]pyrano[4,3-b]pyridin-5(6aH)-one